C1(=CC=CC2=CC=CC=C12)C(C(C1=CC=CC2=CC=CC=C12)O)O 1,2-dinaphthyl-1,2-ethylene glycol